OB1OCC2=C1C=CC(=C2)[C@@]2(C(NC1=C(C=CC=C21)C(F)(F)F)=O)C2=CC=C(C=C2)OC(F)(F)F (S)-3-(1-hydroxy-1,3-dihydrobenzo[c][1,2]oxaborol-5-yl)-3-(4-(trifluoromethoxy)phenyl)-7-(trifluoromethyl)indolin-2-one